1-(4-((4-((2-fluoro-4-((2-((3-methoxycyclobutyl)amino)pyridin-4-yl)oxy)phenyl)amino)-7-methoxyquinazolin-6-yl)amino)piperidin-1-yl)prop-2-en-1-one FC1=C(C=CC(=C1)OC1=CC(=NC=C1)NC1CC(C1)OC)NC1=NC=NC2=CC(=C(C=C12)NC1CCN(CC1)C(C=C)=O)OC